2-(acryloyloxy)benzoic acid C(C=C)(=O)OC1=C(C(=O)O)C=CC=C1